N=1C=NN2C1C1=C(C(=C2)C2=C(C3=C(N2C(=O)OC(C)(C)C)SC=C3)C(C)C)CCC1 tert-butyl 5-(8,9-dihydro-7H-cyclopenta[c][1,2,4]triazolo[1,5-a]pyridin-6-yl)-4-isopropyl-6H-thieno[2,3-b]pyrrole-6-carboxylate